N-vinyl-isoOxazole Cytidine-5'-phosphate P(=O)(O)(O)OC[C@@H]1[C@H]([C@H]([C@@H](O1)N1C(=O)N=C(N)C=C1)O)O.C(=C)N1OC=CC1